(E)-N-(5-methylhex-2-enyl)-benzamide CC(C/C=C/CNC(C1=CC=CC=C1)=O)C